CN1C2=C(OC[C@@H](C1=O)NC(C(=O)NCCC1=CC=CC=C1)=O)C=CC(=C2)C#CC2CCN(CC2)C (S)-N1-(5-methyl-7-((1-methyl-piperidin-4-yl)ethynyl)-4-oxo-2,3,4,5-tetrahydrobenzo[b][1,4]oxazepin-3-yl)-N2-phenethyloxalamide